1-{[(3r,4r)-1-(cyanoacetyl)-4-methoxypyrrolidin-3-yl]methoxy}-7-(prop-2-yloxy)isoquinoline-6-carboxamide C(#N)CC(=O)N1C[C@@H]([C@H](C1)OC)COC1=NC=CC2=CC(=C(C=C12)OC(C)C)C(=O)N